tert-butyl (2S,6R)-4-[7-[(8-fluoro-2-methyl-imidazo[1,2-a]pyridine-6-carbonyl)amino]-1-tetrahydropyran-2-yl-indazol-4-yl]-2,6-dimethyl-piperazine-1-carboxylate FC=1C=2N(C=C(C1)C(=O)NC=1C=CC(=C3C=NN(C13)C1OCCCC1)N1C[C@@H](N([C@@H](C1)C)C(=O)OC(C)(C)C)C)C=C(N2)C